NC1=NC=2C=CC(=CC2C2=C1C=NN2C)C(=O)N(CC2=NC=C(C=C2)C(F)(F)F)N2C(CCC2)=O 4-amino-1-methyl-N-(2-oxopyrrolidin-1-yl)-N-[[5-(trifluoromethyl)-2-pyridyl]methyl]pyrazolo[4,3-c]quinoline-8-carboxamide